5-(2-{2-[3,5-dimethyl-1-(propan-2-yl)-1H-pyrazol-4-yl]ethyl}-8-fluoro-6-hydroxy-1,2,3,4-tetrahydroisoquinolin-7-yl)-1λ6,2,5-thiadiazolidine-1,1,3-trione CC1=NN(C(=C1CCN1CC2=C(C(=C(C=C2CC1)O)N1CC(NS1(=O)=O)=O)F)C)C(C)C